[Ru](=O)(=O)(=O)[O-].C(CC)[N+](CCC)(CCC)CCC Tetrapropyl-ammonium perruthenate